COC1=C(C=CC=C1)[C@@H]1CCC=2N=C3N(C=C(C=C3)C=3C=NC(=NC3)C(C)(C)O)C21 (S)-2-(5-(1-(2-methoxyphenyl)-2,3-dihydro-1H-cyclopenta[4,5]imidazo[1,2-a]pyridin-7-yl)pyrimidin-2-yl)propan-2-ol